OCCN1CC(N(CC1)CC1=C2C=CN(C2=C(C=C1OC)C)C(=O)OC(C)(C)C)C1=CC=C(C=C1)C(=O)OC tert-Butyl 4-((4-(2-hydroxyethyl)-2-(4-(methoxycarbonyl)phenyl)piperazin-1-yl)methyl)-5-methoxy-7-methyl-1H-indole-1-carboxylate